BrC=1C(=NC(=NC1)NC1=CC(=C(C=C1OC)N1CCN(CC1)CC=1C=C2CN(C(C2=CC1F)=O)C1CNCCC1)C)NC=1C(=C2N=CC=NC2=CC1)P(=O)(OC)OC 3-(5-((4-(4-((5-bromo-4-((5-(dimethylphosphono)quinoxalin-6-yl)amino)pyrimidin-2-yl)amino)-5-methoxy-2-methylphenyl)piperazin-1-yl)methyl)-6-fluoro-1-oxoisoindoline-2-yl)piperidine